chloroacetic acid, isothiocyanate ClCC(=O)N=C=S